N1CC(CCC1)C1=CC=2C(=NC=C(C2)C=2C=C(SC2)C(=O)NCC(F)(F)F)N1 4-(2-(Piperidin-3-yl)-1H-pyrrolo[2,3-b]pyridin-5-yl)-N-(2,2,2-trifluoroethyl)thiophene-2-carboxamide